7-ethoxy-N-(6-(hexahydropyrrolo[3,4-c]pyrrol-2(1H)-yl)pyridazin-3-yl)-2-methylimidazo[1,2-a]pyridine-6-carboxamide formate C(=O)O.C(C)OC1=CC=2N(C=C1C(=O)NC=1N=NC(=CC1)N1CC3CNCC3C1)C=C(N2)C